C(C=C)(=O)OC(C1=CC=C(C=C1)[Se]C)(OC(C)=O)CC ethyl-[1-acetoxy-1-(4-methylselenophenyl) methyl] acrylate